C(C1=CC=CC=C1)OC(=O)N1C2(COC2)CN(C(C1)=O)C1=CC(=C(C=C1)N)OCC1=CC=CC=C1 8-(4-amino-3-benzyloxyphenyl)-7-oxo-2-oxa-5,8-diazaspiro[3.5]nonane-5-carboxylic acid benzyl ester